[Cl-].[Cl-].OC1=C(C=CC(=C1)O)C=1C(=NC=CC1C1=CC=NC=C1)C1=C(C=C(C=C1)O)O bis(2,4-dihydroxyphenyl)-4,4'-bipyridine dichloride